NC1=C(C=CC(=C1F)NCC1=CC=C(C=C1)OC(F)(F)F)NC(CCCC1CCCCC1)=O N-(2-amino-3-fluoro-4-((4-(trifluoromethoxy)benzyl)amino)phenyl)-4-cyclohexylbutanamide